O1COC2=C1C=CC(=C2)C2=NNC(=C2)NC(C2=CC=C(C=C2)NCCN(CC)CC)=O N-(3-(benzo[d][1,3]dioxol-5-yl)-1H-pyrazol-5-yl)-4-((2-(diethylamino)ethyl)amino)benzamide